1,1-Difluoro-1-(2-fluoro-3-(1-((fluoro-6-(2-methoxyethoxy)-2-methyl-7-(Trifluoromethoxy)quinazolin-4-yl)amino)ethyl)phenyl)-2-methylpropan-2-ol FC(C(C)(O)C)(C1=C(C(=CC=C1)C(C)NC1=NC(=NC2=CC(=C(C(=C12)F)OCCOC)OC(F)(F)F)C)F)F